[Li].ClC1=CC(=CC=N1)NCC=1OC=CC1 6-chloro-4-((furan-2-ylmethyl)amino)pyridine LITHIUM